OB(C1=CC(=C(C=C1)C#N)F)O 4-(dihydroxyboryl)-2-fluorobenzene-1-carbonitrile